C(C)(=O)OCCC1=CC=CC2=C1O[C@@H](CN2CC)C=2C=C(C1=C(C=CO1)C2)C2=C(C(=CC=C2)CNC(=O)OC(C)(C)C)F |r| (±)-2-(2-(7-(3-(((tert-butoxycarbonyl)amino)methyl)-2-fluorophenyl)benzofuran-5-yl)-4-ethyl-3,4-Dihydro-2H-benzo[b][1,4]oxazin-8-yl)ethyl acetate